C(C)(C)(C)O[NH-] t-butoxyamide